BrC=1C=C(C(=NC1)N1CCN(CC1)C)C (5-bromo-3-methylpyridin-2-yl)-4-methylpiperazine